N-[(5-chloro-2-pyridyl)methyl]-2-methyl-5-[(2S)-2-(trifluoromethylsulfonylamino)propoxy]pyridine-3-carboxamide ClC=1C=CC(=NC1)CNC(=O)C=1C(=NC=C(C1)OC[C@H](C)NS(=O)(=O)C(F)(F)F)C